Ethyl N-(2-(3-(7-chloro-1H-indole-5-carboxamido)-2-oxopyridin-1(2H)-yl)-3-methylbutanamido)-N-(2-fluoroacetyl)glycinate ClC=1C=C(C=C2C=CNC12)C(=O)NC=1C(N(C=CC1)C(C(=O)NN(CC(=O)OCC)C(CF)=O)C(C)C)=O